(S)-3-(2-(5-(azetidin-3-yl)-2-(1-methoxyethyl)pyridin-3-yl)-5-bromo-1-(2-((tetrahydro-2H-pyran-4-yl)oxy)ethyl)-1H-indol-3-yl)-2,2-dimethylpropyl acetate C(C)(=O)OCC(CC1=C(N(C2=CC=C(C=C12)Br)CCOC1CCOCC1)C=1C(=NC=C(C1)C1CNC1)[C@H](C)OC)(C)C